C(C1=CC=CC=C1)O[C@@H](COCCOCCN1N=CC(=C1)C1=NN(C2=CC=C(C=C12)O[Si](C)(C)C(C)(C)C)C1OCCCC1)C [3-[1-[2-[2-[(2R)-2-benzyloxypropoxy]ethoxy]ethyl]pyrazol-4-yl]-1-tetrahydropyran-2-yl-indazol-5-yl]oxy-tert-butyl-dimethyl-silane